1-dodecyl-1-butylpiperidinium fluoride [F-].C(CCCCCCCCCCC)[N+]1(CCCCC1)CCCC